CC1(N(CC(C1)=O)C(=O)OC(C)(C)C)C(=O)OC tert-butyl 2-methyl 2-methyl-4-oxopyrrolidine-1,2-dicarboxylate